(dl)-N-acetyl-cysteine C(C)(=O)N[C@@H](CS)C(=O)O